2-(3,4-dimethoxyphenyl)-1-isopropyl-6-(piperidin-4-yl)-1H-benzo[d]imidazole dihydrochloride Cl.Cl.COC=1C=C(C=CC1OC)C1=NC2=C(N1C(C)C)C=C(C=C2)C2CCNCC2